tert-butyl 7-(4-((4-(2-(3-chloro-5-cyanophenyl)propan-2-yl)phenoxy)methyl)pyrimidin-2-yl)-2,7-diazaspiro[3.5]nonane-2-carboxylate ClC=1C=C(C=C(C1)C#N)C(C)(C)C1=CC=C(OCC2=NC(=NC=C2)N2CCC3(CN(C3)C(=O)OC(C)(C)C)CC2)C=C1